C(C)(C)(C)C=1C=C2C=C(C(=NC2=CC1)Cl)C=O 6-(tert-butyl)-2-chloroquinoline-3-carbaldehyde